N1C=C(C2=CC=CC=C12)CC1=C(N(C)C)C=CC=C1 ((1H-indol-3-yl)methyl)-N,N-dimethylaniline